2-propyl-2-benzenesulfonyl-pentanoic acid C(CC)C(C(=O)O)(CCC)S(=O)(=O)C1=CC=CC=C1